hexanamide HCl salt Cl.C(CCCCC)(=O)N